2,3-dihydropyrimidin N=1CNC=CC1